8-bromo-2,3-dihydro-1-benzopyran-4-one BrC1=CC=CC=2C(CCOC21)=O